4-(4-(6-amino-5-(1-(2,6-dichloro-3-fluorophenyl)ethoxy)pyridin-3-yl)-1H-pyrazol-1-yl)piperidin NC1=C(C=C(C=N1)C=1C=NN(C1)C1CCNCC1)OC(C)C1=C(C(=CC=C1Cl)F)Cl